C(#N)C1=CC=C(C(=O)NO)C=C1 4-cyano-N-hydroxybenzoamide